(octahydro-4,7-methylene-1H-indenyl)ethanol C1C2C3CCC(C3C1CC2)C(C)O